ClC1=NC=CC(=C1[N+](=O)[O-])C=1CCN(CC1)C(=O)OC(C)(C)C tert-butyl 2'-chloro-3'-nitro-3,6-dihydro-[4,4'-bipyridine]-1(2H)-carboxylate